6-(4-ethoxyphenyl)-N-(5-methoxyisoindolin-2-yl)pyrazine-2-carboxamide C(C)OC1=CC=C(C=C1)C1=CN=CC(=N1)C(=O)NN1CC2=CC=C(C=C2C1)OC